(2S,4R)-1-((R)-2-(2-naphthoylamino)-3-cyclohexylpropionyl)-N-(1-amino-4-methyl-1,2-dioxopent-3-yl)-4-phenylpyrrolidine-2-carboxamide C1=C(C=CC2=CC=CC=C12)C(=O)N[C@@H](C(=O)N1[C@@H](C[C@@H](C1)C1=CC=CC=C1)C(=O)NC(C(C(=O)N)=O)C(C)C)CC1CCCCC1